C(#N)C=1C=C(C=CC1)S(=O)(=O)N(C)[C@H]1COCC=2NC(C=3C=C(C(=CC3C21)F)F)=O (R)-3-cyano-N-(8,9-difluoro-6-oxo-1,4,5,6-tetrahydro-2H-pyrano[3,4-c]isoquinolin-1-yl)-N-methylbenzenesulfonamide